P-(4-(5-(chlorodifluoromethyl)-1,2,4-oxadiazol-3-yl)-2-fluorophenyl)-P-methyl-N-(4-(trifluoromethyl)phenyl)phosphinic amide ClC(C1=NC(=NO1)C1=CC(=C(C=C1)P(NC1=CC=C(C=C1)C(F)(F)F)(=O)C)F)(F)F